[3,5-dichloro-4-[8-(4-methoxycarbonyl-3-morpholin-4-ylphenyl)-2,4-dihydro-1,3-benzoxazine-3-carbonyl]phenyl]boronic acid ClC=1C=C(C=C(C1C(=O)N1COC2=C(C1)C=CC=C2C2=CC(=C(C=C2)C(=O)OC)N2CCOCC2)Cl)B(O)O